C(C)(=O)NC=1C=C(C(=O)N2C[C@@H](N(CC2)C(=O)C2=CC(=C(O[C@@H]3CN(CC3)C(=O)OC(C)(C)C)C=C2)C2CCCCC2)C(C)C)C=C(C1)F tert-Butyl (S)-3-(4-((S)-4-(3-acetamido-5-fluorobenzoyl)-2-isopropylpiperazine-1-carbonyl)-2-cyclohexylphenoxy)pyrrolidine-1-carboxylate